(3,4-difluoro-2-methoxy-phenoxy)-5-fluoro-4-(trifluoromethyl)aniline FC=1C(=C(ONC2=CC=C(C(=C2)F)C(F)(F)F)C=CC1F)OC